COC(=O)[C@H]1O[C@H]([C@@H]([C@H]([C@@H]1OC(C)=O)OC(C)=O)OC(C)=O)OC1=C(C=C(C=C1)CO)N (2S,3S,4S,5R,6S)-3,4,5-tris(acetyloxy)-6-[2-amino-4-(hydroxymethyl)phenoxy]Oxane-2-carboxylic acid methyl ester